[B](F)F.BrC1=CC=C(C=C1)C(CC(=O)C1=CC=C(C=C1)CC)=O 1-(4-bromophenyl)-3-(4-ethylphenyl)propane-1,3-dione boron difluoride